Cl.Cl.NC1=CC=CC=C1 aniline dihydrochloride